(2-methoxyethoxy)azetidine COCCON1CCC1